C1(=CC=CC=C1)C1CCC(CC1)N 4-phenylcyclohexylamine